4-(pyridin-2-yloxy)pyrrolidine N1=C(C=CC=C1)OC1CCNC1